6-Thioguanine N1C(N)=NC=2N=CNC2C1=S